ClC=1C=C(C(=C(C1)O)C1=CC2=C(N=N1)N(C=C2)CC2CCN(CC2)C2COC2)C 5-Chloro-3-methyl-2-(7-{[1-(oxetan-3-yl)piperidin-4-yl]methyl}-7H-pyrrolo[2,3-c]pyridazin-3-yl)phenol